2-(((7,8-Dichloro-4-(1H-imidazol-1-yl)quinolin-2-yl)amino)methyl)morpholine-4-sulfonamide ClC1=CC=C2C(=CC(=NC2=C1Cl)NCC1CN(CCO1)S(=O)(=O)N)N1C=NC=C1